BrC=1C=C(C=NC1)[C@@H](CN1CC2(C1)CCN(CC2)C(=O)OC(C)(C)C)CC(=C=O)OC tert-butyl (S)-2-(2-(5-bromopyridin-3-yl)-4-methoxy-4-carbonylbutyl)-2,7-diazaspiro[3.5]nonane-7-carboxylate